tert-butyl (R)-2-(((4-((S)-4-((benzyloxy)carbonyl)-3-(cyanomethyl)piperazin-1-yl)-7-(naphthalen-1-yl)-5,6,7,8-tetrahydropyrido[3,4-d]pyrimidin-2-yl)oxy)methyl)morpholine-4-carboxylate C(C1=CC=CC=C1)OC(=O)N1[C@H](CN(CC1)C=1C2=C(N=C(N1)OC[C@H]1CN(CCO1)C(=O)OC(C)(C)C)CN(CC2)C2=CC=CC1=CC=CC=C21)CC#N